Tert-butyl (3S)-3-[[4-[6-(1-methyltetrazol-5-yl)-1H-indol-3-yl]-5-(trifluoromethyl)pyrimidin-2-yl]-amino]-piperidine-1-carboxylate CN1N=NN=C1C1=CC=C2C(=CNC2=C1)C1=NC(=NC=C1C(F)(F)F)N[C@@H]1CN(CCC1)C(=O)OC(C)(C)C